C1(CC1)S(=O)(=O)C=1C=CC(=C(C1)C1=CC(=NC(=C1)C)C)NC1CCN(CC1)C 4-(5-(cyclopropylsulfonyl)-2-((1-methylpiperidin-4-yl)amino)phenyl)-2,6-dimethylpyridine